FC(C1=CC=C(C=C1)[C@@H]1C[C@H](C1)OC=1C=C2C(=CNC2=CC1)NC(=O)C1CC12CCC2)(F)F N-(5-(trans-3-(4-(trifluoromethyl)phenyl)cyclobutoxy)-1H-indol-3-yl)spiro[2.3]hexane-1-carboxamide